N1(CCC[C@H]2CCCC[C@H]12)C([C@@H](CCNC)N(CC1=C(C=C(C=C1)OC)OC)C1CC1)=O (2R)-1-[(4aR,8aS)-3,4,4a,5,6,7,8,8a-Octahydro-2H-quinolin-1-yl]-2-[cyclopropyl-[(2,4-dimethoxyphenyl)methyl]amino]-4-(methylamino)butan-1-one